ClC=1C=C(C=C(C1)S(=O)(=O)C)NC(=O)C=1C=NN(C1)C1=NC=CC=C1OCC=1C=NC=NC1 N-(3-chloro-5-(methylsulfonyl)phenyl)-1-(3-(pyrimidin-5-ylmethoxy)pyridin-2-yl)-1H-pyrazole-4-carboxamide